ClC=1C=CC(=C(C1)C=1C(=CC(=CC1)C(N[C@H](CCC)C1=CC=CC=C1)=O)C(=O)O)C=1NC=2C(=NC=C(C2)C)N1 5'-chloro-2'-{6-methyl-1H-imidazo[4,5-b]pyridin-2-yl}-4-{[(1R)-1-phenylbutyl]carbamoyl}-[1,1'-biphenyl]-2-carboxylic acid